methyl (S,16Z,19Z,22Z,27E,31Z)-29-hydroxytetratriaconta-16,19,22,27,31-pentaen-25-ynoate O[C@H](/C=C/C#CC\C=C/C\C=C/C\C=C/CCCCCCCCCCCCCCC(=O)OC)C\C=C/CC